BrC1=C(C#N)C=C(C=C1)N1N=NN=C1CN(C)C1CCCCC1 2-bromo-5-(5-((cyclohexyl(methyl)amino)methyl)-1H-tetrazol-1-yl)benzonitrile